N3-[4-methyl-3-(4,4,5,5-tetramethyl-1,3,2-dioxaborolan-2-yl)phenyl]pyridazine-3,5-dicarboxamide CC1=C(C=C(C=C1)NC(=O)C=1N=NC=C(C1)C(=O)N)B1OC(C(O1)(C)C)(C)C